3-(3-(2,2-difluoroethyl)-7-((3-fluoro-1-methylpiperidin-4-yl)amino)benzo[b]thiophen-2-yl)prop-2-yn FC(CC=1C2=C(SC1C#CC)C(=CC=C2)NC2C(CN(CC2)C)F)F